C(C)(C)(C)OC(=O)N1C[C@@H]2C([C@@H]2C1)NC(C(=O)OC)C1=CC=CC=C1 (1R,5S,6S)-6-((2-methoxy-2-oxo-1-phenylethyl)amino)-3-azabicyclo[3.1.0]hexane-3-carboxylic acid tert-butyl ester